N1(N=CN=C1)C1=CC=C(C=C1)C1=CC=C(C=C1)C1=C(C=C2C(=N1)NC(=N2)O[C@@H]2CO[C@H]1[C@@H]2OC[C@H]1O)Cl (3R,3aR,6R,6aR)-6-((5-(4'-(1H-1,2,4-triazol-1-yl)-[1,1'-biphenyl]-4-yl)-6-chloro-3H-imidazo[4,5-b]pyridin-2-yl)oxy)hexahydrofuro[3,2-b]furan-3-ol